COC1=NC(=NC(=C1)OC)CN1CCC(CC1)C=1C=C2C(=C(NC2=CC1)C1=CC(=NC(=C1)C)C)C(C)C 5-(1-((4,6-dimethoxypyrimidin-2-yl)methyl)piperidin-4-yl)-2-(2,6-dimethylpyridin-4-yl)-3-isopropyl-1H-indole